(E)-4-(((2-(1H-Indol-4-yl)-1H-benzo[d]imidazol-5-yl)imino)methyl)-2,6-dibromobenzene-1,3-diol N1C=CC2=C(C=CC=C12)C1=NC2=C(N1)C=CC(=C2)\N=C\C2=C(C(=C(C(=C2)Br)O)Br)O